N-[(2E)-imidazolidin-2-ylidene]-3-(oxolan-3-yl)-4-({3-[(propan-2-yl)carbamoyl]phenyl}amino)benzamide N1C(NCC1)=NC(C1=CC(=C(C=C1)NC1=CC(=CC=C1)C(NC(C)C)=O)C1COCC1)=O